NC(C[C@H](C(=O)NCCN(C(OC1=CC=2C(=C3C(=NC2C=C1)C1=CC2=C(C(N1C3)=O)COC([C@]2(O)CC)=O)CC)=O)C)NC(=O)NCCCCCC)=O (S)-4,11-diethyl-4-hydroxy-3,14-dioxo-3,4,12,14-tetrahydro-1H-pyrano[3',4':6,7]indolizino[1,2-b]quinolin-9-yl (2-((R)-4-amino-2-(3-hexylureido)-4-oxobutanamido)ethyl)(methyl)carbamate